4-(3-(4-((pyridin-4-ylmethyl)amino)piperidin-1-yl)propoxy)-7H-furo[3,2-g]chromen-7-one N1=CC=C(C=C1)CNC1CCN(CC1)CCCOC1=C2C=CC(OC2=CC2=C1C=CO2)=O